(R)-8-amino-2-(3-((3-hydroxy-1-methyl-2-oxopyrrolidin-3-yl)ethynyl)phenyl)pyrido[3,4-d]Pyrimidine-5-carbonitrile NC1=NC=C(C2=C1N=C(N=C2)C2=CC(=CC=C2)C#C[C@]2(C(N(CC2)C)=O)O)C#N